2-((2-((6,7-dihydro-5H-pyrazolo[5,1-b][1,3]oxazin-3-yl)amino)-5-(trifluoromethyl)pyridin-4-yl)amino)-N-methylbenzamide N1=CC(=C2OCCCN21)NC2=NC=C(C(=C2)NC2=C(C(=O)NC)C=CC=C2)C(F)(F)F